p-acrylamido-(S)-phenylalanine C(C=C)(=O)NC1=CC=C(C[C@H](N)C(=O)O)C=C1